3-(5-(((S)-1-((5,6-difluoroquinolin-3-yl)methyl)pyrrolidin-3-yl)oxy)-1-oxoisoindolin-2-yl)piperidine-2,6-dione FC1=C2C=C(C=NC2=CC=C1F)CN1C[C@H](CC1)OC=1C=C2CN(C(C2=CC1)=O)C1C(NC(CC1)=O)=O